5-(8-(7-Acetyl-3-ethyl-5,6,7,8-tetrahydroimidazo[1,5-a]pyrazin-1-yl)isoquinolin-3-yl)-N-(4-(5-chloro-2-(2,6-dioxopiperidin-3-yl)-1-oxoisoindolin-4-yl)but-3-yn-1-yl)picolinamide C(C)(=O)N1CC=2N(CC1)C(=NC2C=2C=CC=C1C=C(N=CC21)C=2C=CC(=NC2)C(=O)NCCC#CC2=C1CN(C(C1=CC=C2Cl)=O)C2C(NC(CC2)=O)=O)CC